C(CC)OC(C1=CC=C(C=C1)C(C)(C)O)=O.C(#N)C=1C(=NC(=NC1)NC1=C(C=C(C(=C1)OC)N1CCC(CC1)N1CCN(CC1)C)NC(C=C)=O)NC1=C(C=CC=C1)OC(C)C N-(2-((5-cyano-4-((2-isopropoxyphenyl)amino)pyrimidin-2-yl)amino)-4-methoxy-5-(4-(4-methylpiperazin-1-yl)piperidin-1-yl)phenyl)acrylamide n-propyl-4-α-hydroxyisopropylbenzoate